C(CC(=O)C)(=O)[O-].C(C)CC(CC(=O)[O-])=O.C(C)CC(CC(=O)[O-])=O.[Al+3] aluminum bis(ethylacetoacetate) monoacetoacetate